C(#N)C=1C=NC(=NC1C=1SC=CC1)SCC=1C=C(C=CC1)CC(=O)O [3-(5-cyano-6-thiophen-2-yl-pyrimidin-2-ylsulfanylmethyl)-phenyl]-acetic acid